COC1=CC=C(C=C1)CN1C(N(CCC1=O)C1=CN=C2N1C=CC=C2N2CC1N(C(C2)C1)C(=O)OC(C)(C)C)=O tert-butyl 3-[3-[3-[(4-methoxyphenyl)methyl]-2,4-dioxo-hexahydropyrimidin-1-yl] imidazo[1,2-a]pyridine-8-yl]-3,6-diazabicyclo[3.1.1]heptane-6-carboxylate